chloropropyl L-glutamate N[C@@H](CCC(=O)[O-])C(=O)OCCCCl